CCCCC/C=C\\C/C=C\\C/C=C\\C/C=C\\CCCCC/C=C/C(=O)SCCNC(=O)CCNC(=O)[C@@H](C(C)(C)COP(=O)([O-])OP(=O)([O-])OC[C@@H]1[C@H]([C@H]([C@@H](O1)N2C=NC3=C(N=CN=C32)N)O)OP(=O)([O-])[O-])O The molecule is a 2,3-trans-enoyl(4-) obtained by deprotonation of the phosphate and diphosphate OH groups of (2E,9Z,12Z,15Z,18Z)-tetracosapentaenoyl-CoA; major species at pH 7.3. It is a conjugate base of a (2E,9Z,12Z,15Z,18Z)-tetracosapentaenoyl-CoA.